tert-butyl 7-(4-(2-(1-(6,7-dihydro-5H-pyrrolo[1,2-c]imidazol-1-yl)-2-ethoxy-2-oxoethyl)-7-fluoro-3-oxoisoindolin-5-yl)phenyl)-2,7-diazaspiro[3.5]nonane-2-carboxylate C1(=C2N(C=N1)CCC2)C(C(=O)OCC)N2CC1=C(C=C(C=C1C2=O)C2=CC=C(C=C2)N2CCC1(CN(C1)C(=O)OC(C)(C)C)CC2)F